tert-butyl (3S,4S)-3-[[6-[7-(difluoromethoxy)imidazo[1,2-a]pyridin-3-yl]-2-pyridyl]amino]-4-fluoro-pyrrolidine-1-carboxylate FC(OC1=CC=2N(C=C1)C(=CN2)C2=CC=CC(=N2)N[C@H]2CN(C[C@@H]2F)C(=O)OC(C)(C)C)F